tert-butyl 4-[4-chloro-6-(morpholin-4-yl)pyridin-2-yl]pyrazole-1-carboxylate ClC1=CC(=NC(=C1)N1CCOCC1)C=1C=NN(C1)C(=O)OC(C)(C)C